C(=O)O.C(C)OC1=NC=CC=C1C1=NC=2CN(CC3(CCN(CC3)C3=NC=CC(=C3C(F)(F)F)OC)C2C=C1)C[C@@H]1NCCC1 2-(2-ethoxypyridin-3-yl)-1'-[4-methoxy-3-(trifluoromethyl)pyridin-2-yl]-7-[[(2R)-pyrrolidin-2-yl]methyl]spiro[6,8-dihydro-1,7-naphthyridine-5,4'-piperidine] formate salt